6-[(2S)-2-aminopropyl]-N-[(2-fluorothiophen-3-yl)methyl]-7-methylthieno[3,2-c]pyridazin-4-amine N[C@H](CC1=C(C=2N=NC=C(C2S1)NCC1=C(SC=C1)F)C)C